CN1N=CC=C1C(=O)N[C@@H]1COC2=C1C=CC(=C2)C2=NOC(=C2)C (S)-1-methyl-N-(6-(5-methylisoxazol-3-yl)-2,3-dihydrobenzofuran-3-yl)-1H-pyrazole-5-carboxamide